NC1CC=2C(=C(C=3C=C(N=CC3C2)C2CC2)S(=O)(=O)NCC2(COC2)F)C1 7-amino-3-cyclopropyl-N-[(3-fluorooxetan-3-yl)methyl]-7,8-dihydro-6H-cyclopenta[g]isoquinoline-5-sulfonamide